C[Si](O[Si](O[Si](C)(C)C)(O[Si](C)(C)C)C)(C)C heptamethyl-3-{(trimethylsilyl)oxy}trisiloxane